ClC1=C(C=CC(=C1)F)C1=CC(OC2=CC(=CC=C12)OC(C(=O)OC)COC)=O methyl 2-((4-(2-chloro-4-fluorophenyl)-2-oxo-2H-chromen-7-yl)oxy)-3-methoxypropanoate